2-[(3S)-3-hydroxy-3-methylpyrrolidin-1-yl]-N-[7-methoxy-4-(1-methyl-1H-pyrazol-4-yl)-1H-1,3-benzodiazol-2-yl]pyridine-4-carboxamide O[C@@]1(CN(CC1)C1=NC=CC(=C1)C(=O)NC1=NC2=C(N1)C(=CC=C2C=2C=NN(C2)C)OC)C